C1N(CC12CCCCC2)C(=O)[O-] 2-azaspiro[3.5]nonane-2-Carboxylate